tert-butyl 6-((4-methoxybenzyl) thio)-1H-indazole-1-carboxylate COC1=CC=C(CSC2=CC=C3C=NN(C3=C2)C(=O)OC(C)(C)C)C=C1